C1(CCCC1)NC1=NC=C2C(=N1)N(N=C2)[C@H]2[C@@H]([C@@H]([C@H](O2)COC(COCC)(COCC)P(O)(O)=O)O)O |r| rac-(2-(((2R,3S,4R,5R)-5-(6-(cyclopentylamino)-1H-pyrazolo[3,4-d]pyrimidin-1-yl)-3,4-dihydroxytetrahydrofuran-2-yl)methoxy)-1,3-diethoxypropan-2-yl)phosphonic acid